6-((S)-1-hydroxy-2-((3aS,5S,6aR)-3a-hydroxy-5-phenoxyhexahydrocyclopenta[c]pyrrol-2(1H)-yl)ethyl)benzo[d]oxazol-2(3H)-one O[C@H](CN1C[C@@H]2[C@](C1)(C[C@H](C2)OC2=CC=CC=C2)O)C2=CC1=C(NC(O1)=O)C=C2